C(C)NC(CC1=CC=C(C=C1)S(=O)(=O)C)=O N-ethyl-2-[4-(methylsulfonyl)phenyl]Acetamide